C(C)(=O)OC1C(OC(C(C1)OC(C)=O)C)OCCOCCOCCN=[N+]=[N-] 3,5-bis(acetoxy)-2-{2-[2-(2-azidoethoxy)ethoxy]Ethoxy}-6-methyl-oxacyclohexane